CC1CNNCC1 4-methyltetrahydro-2H-pyridazine